ClC1=NC(=NC2=CC=C(C=C12)I)C(=O)N1C[C@H](N(CC1)C(=O)O)C (R)-4-(4-chloro-6-iodoquinazoline-2-carbonyl)-2-methylpiperazine-1-carboxylic acid